methyl 6-(cyclopentylamino)-6-oxohexanoate C1(CCCC1)NC(CCCCC(=O)OC)=O